C(#N)CC1=NNC=C1 cyanomethyl-pyrazole